CN1N=C(N=N1)C(N1C2CN(CC1CC2)C(=O)OC(C)(C)C)C2=CC=CC=C2 tert-butyl 8-((2-methyl-2H-tetrazol-5-yl) (phenyl) methyl)-3,8-diazabicyclo[3.2.1]octane-3-carboxylate